OCC1CCC(CC1)C=1OC2=C(N1)C=C(C=C2)C(=O)OC Methyl 2-((1r,4r)-4-(hydroxymethyl)cyclohexyl)benzo[d]oxazole-5-carboxylate